tert-Butyl N-[2-[2-[2-(6-chloropyridazin-4-yl)sulfinyl-4-cyanophenyl]pyrimidin-5-yl]ethyl]carbamate ClC1=CC(=CN=N1)S(=O)C1=C(C=CC(=C1)C#N)C1=NC=C(C=N1)CCNC(OC(C)(C)C)=O